ClC=1C=C(C(=NC1)N1C([C@@H](N(C(C1)=O)CC1=CC(=C(C=C1)F)C)C1COC1)=O)C (S)-1-(5-chloro-3-methyl-pyridin-2-yl)-4-(4-fluoro-3-methylbenzyl)-3-(oxetan-3-yl)piperazine-2,5-dione